trans-2-((4-((S)-3-(3,5-difluorophenyl)isoxazolidine-2-carbonyl)cyclohexyl)methyl)-2H-pyrazolo[4,3-b]pyridine-6-carbonitrile FC=1C=C(C=C(C1)F)[C@H]1N(OCC1)C(=O)[C@@H]1CC[C@H](CC1)CN1N=C2C(N=CC(=C2)C#N)=C1